FC1=C(C=CC(=C1)F)C1(CC1)NCC(=O)N1CC2CCC(C1)N2C=2N=NC(=CC2)C 2-((1-(2,4-difluorophenyl)cyclopropyl)amino)-1-(8-(6-methylpyridazin-3-yl)-3,8-diazabicyclo[3.2.1]octan-3-yl)ethan-1-one